C(C1=CC=CC=C1)OC(=O)NC12CC(C1)(C2)C(=O)OC methyl 3-{[(benzyloxy)carbonyl]amino}bicyclo[1.1.1]pentane-1-carboxylate